4,5,7-trifluoro-N-(2-fluoro-4-methoxyphenethyl)-N-(prop-2-yn-1-yl)-benzo[d]thiazol-2-amine FC1=C(C=C(C2=C1N=C(S2)N(CC#C)CCC2=C(C=C(C=C2)OC)F)F)F